(S)-2-((7-((3-chloro-4-fluorobenzyl)oxy)-3,4-dihydroisoquinolin-2(1H)-yl)methyl)-1-((oxetan-2-yl)methyl)-1H-benzo[d]imidazole-6-carboxylic acid ClC=1C=C(COC2=CC=C3CCN(CC3=C2)CC2=NC3=C(N2C[C@H]2OCC2)C=C(C=C3)C(=O)O)C=CC1F